7-[2-(3-chloro-2-pyridyl)-5-(2,2,3,3,3-pentafluoropropoxy)pyrazol-3-yl]-5-methyl-1H-pyrazolo[3,4-f][3,1]benzoxazin-9-one ClC=1C(=NC=CC1)N1N=C(C=C1C1=NC2=C(C(O1)=O)C1=C(C=C2C)C=NN1)OCC(C(F)(F)F)(F)F